ClC1=NN2C(N=CC(=C2[C@H](C)OC)NC2=CC=C(C=C2)[C@@H](C(F)(F)F)N(C(=O)C2CCN(CC2)C(=O)C2CC2)C)=N1 N-((S)-1-(4-((2-chloro-7-((S)-1-methoxyethyl)-[1,2,4]triazolo[1,5-a]pyrimidin-6-yl)amino)phenyl)-2,2,2-trifluoroethyl)-1-(cyclopropanecarbonyl)-N-methylpiperidine-4-carboxamide